ClC1=CC=CC2=C1N=C(S2)NC(=O)C21CC3(CC(CC(C2)C3)(C1)C)C N-(4-chloro-1,3-benzothiazol-2-yl)-3,5-dimethyladamantane-1-carboxamide